C(C)OC(COC[C@@H]1CN(CCO1)C(=O)OC(C)(C)C)=O Tert-butyl (2S)-2-[(2-ethoxy-2-oxo-ethoxy)methyl]morpholine-4-carboxylate